Br[Si](C1=CC(=CC=C1)C=C)(Br)Br tribromo(3-vinylphenyl)silane